OC(CN(CCCC(=O)OCCN1CCN(CC1)CCSSCCCN(CC(CCCCCCCC)O)CC(CCCCCCCC)O)CC(CCCCCCCC)O)CCCCCCCC 2-(4-(2-((3-(bis(2-hydroxydecyl)amino)propyl)disulfaneyl)ethyl)piperazin-1-yl)ethyl 4-(bis(2-hydroxydecyl)amino)butanoate